4-bromo-1-(3-((tert-butoxycarbonyl)-amino)-2-((tert-butyldimethyl-silyl)oxy)propyl)-3-methyl-1H-imidazol-3-ium BrC=1[N+](=CN(C1)CC(CNC(=O)OC(C)(C)C)O[Si](C)(C)C(C)(C)C)C